FC(C(=O)O)(F)F.FC1=C(C=CC(=C1)F)S(=O)(=O)NC=1C(=NC=C(C1)C=1C=NC2=NC=CC(=C2C1)N1CCNCC1)OC 2,4-Difluoro-N-(2-methoxy-5-(5-(piperazin-1-yl)-1,8-naphthyridin-3-yl)pyridin-3-yl)benzenesulfonamide trifluoroacetate